(3-chloro-2-methylphenyl)propan-2-amine ClC=1C(=C(C=CC1)CC(C)N)C